ClC=1C=NC=CC1C=1C=NC=2N(C1)C=C(N2)COC2=CC=CC=C2 6-(3-chloropyridin-4-yl)-2-phenoxymethylimidazo[1,2-a]pyrimidine